C1(CC1)C1=NOC(=C1)NC(=O)[C@@H]1N(CCCC1)C(=O)OC(C)(C)C tert-butyl (R)-2-((3-cyclopropylisoxazol-5-yl)carbamoyl)piperidine-1-carboxylate